FC1(C(C1)C(=O)N1C=2C=CC(=NC2CCC1)[C@@H](C)NC(C1=CC=C(C=C1)F)=O)F N-{(1R)-1-[5-(2,2-Difluorocyclopropan-1-carbonyl)-5,6,7,8-tetrahydro-1,5-naphthyridin-2-yl]ethyl}-4-fluorobenzamid